methyl 2-(methylamino)-5-nitronicotinate CNC1=C(C(=O)OC)C=C(C=N1)[N+](=O)[O-]